6-chloro-N-[5-(1,1-dideutero-2,2-difluoro-ethyl)-4-methoxy-pyrimidin-2-yl]-1H-indole-3-sulfonic acid amide ClC1=CC=C2C(=CNC2=C1)S(=O)(=O)NC1=NC=C(C(=N1)OC)C(C(F)F)([2H])[2H]